2-(diphenylphosphono)benzoic acid C1(=CC=CC=C1)OP(=O)(OC1=CC=CC=C1)C1=C(C(=O)O)C=CC=C1